tert-butyl (R)-3-(6-(2-chloro-3-methyl-1H-pyrrolo[2,3-b]pyridin-5-yl)-2-(2-hydroxy-2-methylpropionyl)-1,2,3,4-tetrahydroisoquinolin-8-yl)morpholine-4-carboxylate ClC1=C(C=2C(=NC=C(C2)C=2C=C3CCN(CC3=C(C2)[C@H]2N(CCOC2)C(=O)OC(C)(C)C)C(C(C)(C)O)=O)N1)C